N1=CC(=CC=C1)C(CCO)O 1-(pyridine-3-yl)propane-1,3-diol